(cis)-2,6-dimethyl-4-((5-(5-phenyl-4H-1,2,4-triazol-3-yl)-2-(trifluoromethyl)phenyl)sulfonyl)morpholine C[C@@H]1CN(C[C@@H](O1)C)S(=O)(=O)C1=C(C=CC(=C1)C1=NN=C(N1)C1=CC=CC=C1)C(F)(F)F